C(C)(C)C1=C(C=CC=C1)C1=CN=CC(=N1)N 6-(2-isopropylphenyl)pyrazin-2-amine